3-cyano-N-(3,4-difluorobenzyl)benzenethioamide C(#N)C=1C=C(C=CC1)C(NCC1=CC(=C(C=C1)F)F)=S